BrC1=CC(=C(C(=O)N2[C@H](CN(CC2)C(=O)OC(C)(C)C)C)C=C1F)NC=1C(=NC=CC1C)C(C)C Tert-butyl (S)-4-(4-bromo-5-fluoro-2-((2-isopropyl-4-methylpyridin-3-yl) amino) benzoyl)-3-methylpiperazine-1-carboxylate